C(C)[Si](OCC)(OCC)OCC ethyl-triethoxysilane